N-(2-mercaptoethyl)-4-(6-methyl-1,2,4,5-tetrazine-3-yl)benzamide SCCNC(C1=CC=C(C=C1)C=1N=NC(=NN1)C)=O